C1NCCC12CCN(CC2)C2=CC=C(C=C2)N(C(C)=O)C2CCC(CC2)NC2=NC1=CC=CC=C1C=N2 N-(4-(2,8-diazaspiro[4.5]dec-8-yl)phenyl)-N-((1r,4r)-4-(quinazolin-2-ylamino)cyclohexyl)acetamide